Bis(2,3-dihydroxypropyl)-5-nitroisophthalamide OC(CC1=C(C(=C(C=C1C(=O)N)C(=O)N)CC(CO)O)[N+](=O)[O-])CO